α,α,α-trifluoromethyltolualdehyde FCC(C=1C(=CC=CC1)C=O)(CF)CF